Cl.CC1=C(C=CC(=C1)C1=NC=NN2C1=CC(=C2)N2CC(OCC2)C)CN (2-methyl-4-(6-(2-methylmorpholino)pyrrolo[2,1-f][1,2,4]triazin-4-yl)phenyl)methanamine hydrochloride